2-glycidyloxyethyltrimethoxysilane C(C1CO1)OCC[Si](OC)(OC)OC